ClC1=CC=C(C=C1)CC(=O)[O-] 4-chlorophenylacetate